COC(C1=CC(=CC=C1)CN1C(N(C(=CC1=O)N1C[C@@H](CCC1)N)CC#CC)=O)=O.BrC1=CC2=C(C(CO2)NC(C=C)=O)C=C1 N-(6-bromo-2,3-dihydrobenzofuran-3-yl)acrylamide methyl-(R)-3-((4-(3-aminopiperidin-1-yl)-3-(but-2-yn-1-yl)-2,6-dioxo-3,6-dihydropyrimidin-1(2H)-yl)methyl)benzoate